Exo-1,7,7-trimethylbicyclo-[2.2.1]-hept-2-ylacetate CC12C(CC(CC1)C2(C)C)CC(=O)[O-]